FC=1C(=C2C(=NC1)N(N=C2)C)C2=CCC(CC2)CC(=O)OCC ethyl 2-(4-(5-fluoro-1-methyl-1H-pyrazolo[3,4-b]pyridin-4-yl)cyclohex-3-en-1-yl)acetate